vinyl-styrene azide [N-]=[N+]=[N-].C(=C)C=CC1=CC=CC=C1